di-tert-butyl di-carbonate C(OC(C)(C)C)([O-])=O.C(OC(C)(C)C)([O-])=O